FC(C1=NC2=CC=CC=C2C(=C1)C(=O)NN)(F)F 2-trifluoromethylquinoline-4-carboxylic acid hydrazide